hydroxygeddic acid OC(C(=O)O)CCCCCCCCCCCCCCCCCCCCCCCCCCCCCCCC